N-(4,6-diisopropylpyrimidin-5-yl)-6-methyl-4-oxo-1-phenyl-1,4-dihydropyridazine-3-carboxamide C(C)(C)C1=NC=NC(=C1NC(=O)C1=NN(C(=CC1=O)C)C1=CC=CC=C1)C(C)C